4-Hydroxybenzenesulfonic acid sodium salt dihydrate O.O.[Na+].OC1=CC=C(C=C1)S(=O)(=O)[O-]